ClC1=CC=C(OCC2=NN=C(S2)C2=C(C(=O)N)C(=CC(=N2)C#N)C2=C(C=CC(=C2)F)OC)C=C1 (5-((4-chlorophenoxy)methyl)-1,3,4-thiadiazol-2-yl)-6-cyano-4-(5-fluoro-2-methoxyphenyl)nicotinamide